[B-](COCC[Si](C)(C)C)(F)(F)F.[K+] potassium trifluoro((2-(trimethylsilyl)ethoxy)methyl)borate